Triphenylphosphonium C1(=CC=CC=C1)[PH+](C1=CC=CC=C1)C1=CC=CC=C1